COC(=O)C1(COC1)NC(C1=NC=C(C(=C1OCC1=CC=CC=C1)C)C1=CC(=CC=C1)Cl)=O 3-(3-(benzyloxy)-5-(3-chlorophenyl)-4-methyl-picolinamido)oxetane-3-carboxylic acid methyl ester